C(=CCC)=CCC methanediylidenedipropan